C1(=CC=CC=C1)N1C=COC2=C1C=CC=C2 4-phenyl-1,4-benzoxazine